ethyl 2-amino-5-((2R,4S)-4-fluoro-2-(5-fluoro-2-(trifluoromethyl sulfonyloxy)pyridin-3-yl)pyrrolidin-1-yl)pyrazolo[1,5-a]pyrimidine-3-carboxylate NC1=NN2C(N=C(C=C2)N2[C@H](C[C@@H](C2)F)C=2C(=NC=C(C2)F)OS(=O)(=O)C(F)(F)F)=C1C(=O)OCC